2-bromo-1-[4-(4-chlorophenoxy)-2-trifluoromethylphenyl]ethanone Krypton [Kr].BrCC(=O)C1=C(C=C(C=C1)OC1=CC=C(C=C1)Cl)C(F)(F)F